C(C)C=1C=CC=2N(C1C(C#C)O)C=NC2 (6-ethylimidazo[1,5-a]pyridin-5-yl)prop-2-yn-1-ol